FC(C=1N=COC1C(=O)N1[C@@H](C2=C(CC1)NC=N2)C=2OC1=C(N2)C=C(C=C1)OC(F)(F)F)F (S)-(4-(difluoromethyl)oxazol-5-yl)(4-(5-(trifluoromethoxy)benzo[d]oxazol-2-yl)-6,7-dihydro-1H-imidazo[4,5-c]pyridin-5(4H)-yl)methanone